aminoribose C([C@H]([C@H]([C@H](C(=O)N)O)O)O)O